CC(=CC1=CC=C(C=C1)C)\C=C\C1=CC=C(C=C1)C 4,4'-((7E,3E)-2-methylbuta-1,3-diene-1,4-diyl)bis(methylbenzene)